C(C)(C)(C)OC(=O)N1[C@@H]2CN([C@H](C1)C2)C2=C(C=CC(=C2)Br)N.F[C@H]2C[C@H](NC2=O)COC2=NC=CC1=CC(=C(C=C21)OC(C)C)C(=O)N 1-{[(2s,4s)-4-fluoro-5-oxopyrrolidin-2-yl]methoxy}-7-(prop-2-yloxy)isoquinoline-6-carboxamide tert-Butyl-(1S,4S)-5-(2-amino-5-bromophenyl)-2,5-diazabicyclo[2.2.1]heptane-2-carboxylate